3-benzoyloxy-4-fluoro-4-methyl-5-hydroxy-tetrahydrofuran C(C1=CC=CC=C1)(=O)OC1COC(C1(C)F)O